N=1N(N=C2C1C=CC=C2)C2=C(C(=CC(=C2)CCCC)CCCCCCCCC)O 2-(2H-benzotriazole-2-yl)-6-nonyl-4-butylphenol